C(C)(=O)O[C@@H]1C[C@H](O[C@H]1N1C2=NC(=NC=C2N(C1=O)CC1=CC=C(C=C1)Cl)N)COC(C)=O ((2S,4R,5R)-4-acetoxy-5-(2-amino-7-(4-chlorobenzyl)-8-oxo-7,8-dihydro-9H-purin-9-yl)tetrahydrofuran-2-yl)methylacetat